8-Bromo-2-isopropyl-2H-pyrido[4,3-b][1,4]oxazin-3(4H)-one BrC1=CN=CC2=C1OC(C(N2)=O)C(C)C